[4-(4,5-dichloro-thiazol-2-yloxy)-2,5-dimethyl-phenyl]-N-ethyl-N-methyl-formamidine ClC=1N=C(SC1Cl)OC1=CC(=C(C=C1C)C(=N)N(C)CC)C